6-{8-[(2-cyano-2-methylideneethyl)amino]-7-methoxynaphthalen-2-yl}-3-fluoro-N-[2-(1-methylpiperidin-3-yl)ethyl]pyridine-2-carboxamide C(#N)C(CNC=1C(=CC=C2C=CC(=CC12)C1=CC=C(C(=N1)C(=O)NCCC1CN(CCC1)C)F)OC)=C